C(C)(C)(C)C1=CC=C(C=C1)C#C 1-(tert-butyl)-4-ethynyl-benzene